C(\C=C\C)C1C(OC(C1)=O)=O 3-[(2E)-But-2-en-1-yl]dihydrofuran-2,5-dion